1-[(4S)-chroman-4-yl]-3-[1-[4-(methylsulfamoyl)phenyl]pyrazol-3-yl]urea O1CC[C@@H](C2=CC=CC=C12)NC(=O)NC1=NN(C=C1)C1=CC=C(C=C1)S(NC)(=O)=O